C(C)(C)(C)OC(=O)N1[C@@H]2CN([C@H](C1)C2)C2=NC(=NC1=C(C(=C(C=C21)I)Br)OCC2=CC=CC=C2)OC2CCOCC2 (1s,4s)-5-{8-(benzyloxy)-7-bromo-6-iodo-2-[(oxacyclohex-4-yl)oxy]quinazolin-4-yl}-2,5-diazabicyclo[2.2.1]heptane-2-carboxylic acid tert-butyl ester